hexafluoroisopropylidene-bis(4-hydroxybenzene) FC(C(C(F)(F)F)(C1=CC=C(C=C1)O)C1=CC=C(C=C1)O)(F)F